The molecule is dianion of xylitol 5-phosphate arising from deprotonation of the phosphate OH groups; major species at pH 7.3. It derives from a xylitol. It is a conjugate base of a xylitol 5-phosphate. C([C@@H]([C@H]([C@@H](COP(=O)([O-])[O-])O)O)O)O